(2S)-2-amino-3-[4-[4-cyano-2-(2-methyl-6-morpholin-4-ylpyridin-4-yl)oxyphenyl]phenyl]propanoic acid N[C@H](C(=O)O)CC1=CC=C(C=C1)C1=C(C=C(C=C1)C#N)OC1=CC(=NC(=C1)N1CCOCC1)C